3-(1H-Indol-3-yl)-2-[[2-methyl-2-(prop-2-enoylamino)propanoyl]amino]propanoic acid, sodium salt [Na+].N1C=C(C2=CC=CC=C12)CC(C(=O)[O-])NC(C(C)(NC(C=C)=O)C)=O